4-(3-chloro-2-fluoro-6-methoxyphenyl)-N-(5-((3-hydroxy-3-methylbutyl)thio)-1,3,4-thiadiazol-2-yl)-6-methylnicotinamide ClC=1C(=C(C(=CC1)OC)C1=CC(=NC=C1C(=O)NC=1SC(=NN1)SCCC(C)(C)O)C)F